FC=1C(=NC=CC1CC=1C=NC=C(C1C)OC=1SC(=CN1)C)NS(=O)(=O)[SH+]C 3-fluoro-4-[[4-methyl-5-(5-methylthiazol-2-yl)oxy-3-pyridinyl]methyl]-N-(methylsulfaniosulfonyl)pyridin-2-amine